CN(S(=O)C(C)(C)C)C1(CCC2=NC(=CC=C21)C(F)(F)F)C N,2-dimethyl-N-(5-methyl-2-(trifluoromethyl)-6,7-dihydro-5H-cyclopenta[b]pyridin-5-yl)propane-2-sulfinamide